C(CCCCC)S(=O)(=O)O 1-Hexanesulphonic acid